C(C)(=O)[O-].C(C)(=O)[O-].CC1=C(C(=C(C1(C)[Rh+2])C)C)C (pentamethylcyclopentadienyl)rhodium (III) diacetate